(2S,4R)-4-fluoro-2-(((1-(2,2,2-trifluoroethyl)pyrrolidin-3-yl)methyl)carbamoyl)pyrrolidine-1-carboxylic acid tert-butyl ester C(C)(C)(C)OC(=O)N1[C@@H](C[C@H](C1)F)C(NCC1CN(CC1)CC(F)(F)F)=O